BrC=1C=C(C=C(C1)Cl)C1NCCNC1 2-(3-bromo-5-chloro-phenyl)piperazine